BrC=1C=CC=C2C(=C(C(N(C12)C)=O)C#N)N1CCC(CC1)C=1OC2=C(N1)C=C(C(=C2)F)F 8-bromo-4-[4-(5,6-difluoro-1,3-benzoxazol-2-yl)piperidin-1-yl]-1-methyl-2-oxo-1,2-dihydroquinoline-3-carbonitrile